OC(CC(=O)O)CC(CC)O 3,5-Dihydroxyheptanoic Acid